SC1C(NC(C1)(C)C)(C)C 3-sulfanyl-2,2,5,5-tetramethylpyrrolidine